tert-butyl 3-(oxiran-2-yl)-3,4-dihydroisoquinoline-2(1H)carboxylate O1C(C1)C1N(CC2=CC=CC=C2C1)C(=O)OC(C)(C)C